N-((1,2,3,5,6,7-hexahydro-s-indacen-4-yl)carbamoyl)-4-((3-hydroxyazetidin-1-yl)methyl)furan-2-sulfonimidamide C1CCC2=C(C=3CCCC3C=C12)NC(=O)NS(=O)(=N)C=1OC=C(C1)CN1CC(C1)O